[N+](=O)([O-])C1=CC=C(OP(=O)(OC2=CC=CC=C2)N[C@H](C(=O)O)C)C=C1 (2S)-2-(((4-nitrophenoxy)(phenoxy)phosphoryl)amino)propionic acid